ClC1=C(C(=O)NC=2C(=NNC2)C(=O)NC2CCN(CC2)C(=O)OC(C)(C)C)C(=CC=C1)Cl tert-butyl 4-(4-(2,6-dichlorobenzamido)-1H-pyrazole-3-carboxamido)piperidine-1-carboxylate